(2S,3S)-3-(2-(tosyloxy)ethoxy)pyrrolidine-1,2-dicarboxylic acid 1-(tert-butyl) 2-methyl ester COC(=O)[C@H]1N(CC[C@@H]1OCCOS(=O)(=O)C1=CC=C(C)C=C1)C(=O)OC(C)(C)C